OC1=C(C(=O)N2C=C3C=CC=CC3=C2)C=C(C(=C1)O)C(C)C 2-(2,4-dihydroxy-5-isopropylbenzoyl)isoindol